8-methyl-6-(3-pyridin-4-yl-propoxy)-2-pyrrolo[1,2-c]pyrimidin-3-yl-3H-quinazolin-4-one CC=1C=C(C=C2C(NC(=NC12)C1=CC=2N(C=N1)C=CC2)=O)OCCCC2=CC=NC=C2